chloro-2-[[6-chloro-3-(4-hydroxyiminocyclohexyl)-4-quinolinyl]amino]benzoic acid ClC=1C(=C(C(=O)O)C=CC1)NC1=C(C=NC2=CC=C(C=C12)Cl)C1CCC(CC1)=NO